4-(5-Chloro-2-((1-cyclopropyl-1H-pyrazol-4-yl)amino)pyrimidin-4-yl)-N-(cyanomethyl)benzamide ClC=1C(=NC(=NC1)NC=1C=NN(C1)C1CC1)C1=CC=C(C(=O)NCC#N)C=C1